FC1=CC=CC(=N1)CC=1C=NN(C1)C(=O)N[C@@H]1C(N(C2=C(OC1)C=CC(=C2)C#C[C@H](C(F)(F)F)O)C)=O |&1:29| (±)-4-((6-Fluoropyridin-2-yl)methyl)-N-((3S)-5-methyl-4-oxo-7-(4,4,4-trifluoro-3-hydroxybut-1-yn-1-yl)-2,3,4,5-tetrahydrobenzo[b][1,4]oxazepin-3-yl)-1H-pyrazole-1-carboxamide